N-(5-chloro-6-(2H-1,2,3-triazol-2-yl)pyridin-3-yl)-2-fluoro-3,8,8-trimethyl-7,8-dihydro-6H-cyclopenta[e]pyrazolo[1,5-a]pyrimidine-6-carboxamide ClC=1C=C(C=NC1N1N=CC=N1)NC(=O)C1CC(C2=C1C=NC=1N2N=C(C1C)F)(C)C